ClC=1C=C(C=CC1)N1CCN(CC1)CC[C@@H]1OC(C2(C1)CCNCC2)=O (R)-3-(2-(4-(3-chlorophenyl)piperazin-1-yl)ethyl)-2-oxa-8-azaspiro[4.5]decan-1-one